FC(C(=O)O)(F)F.FC(C(C(=O)N(C)C)O)(F)F 3,3,3-trifluoro-2-hydroxy-N,N-dimethylpropanamide trifluoroacetate